C(C)(C)(C)OC(=O)NC1CC(C1)OCCC(=O)OC Methyl 3-[3-(tert-butoxycarbonylamino)cyclobutoxy]propanoate